BrCCCCCC=1C(=C(C2=CC3=CC4=CC=CC=C4C=C3C=C2C1)C#N)C1=CC=NN1C1OCCCC1 3-(5-bromopentyl)-2-(1-(tetrahydro-2H-pyran-2-yl)-1H-pyrazol-5-yl)-1-naphthacenecarbonitrile